(2E)-4-[6-(1H-indazol-3-yl)-2,3-dihydroindol-1-yl]-4-oxobut-2-enenitrile N1N=C(C2=CC=CC=C12)C1=CC=C2CCN(C2=C1)C(/C=C/C#N)=O